vinylbenzyl-tripropylammonium C(=C)CCC[N+](CCC)(CCC)CC1=CC=CC=C1